CN(CCN(C1=C(C=C(C=C1)NC1=NC=C(C(=N1)C1=CNC2=C(C=CC=C12)C)F)[N+](=O)[O-])C)C N1-(2-(dimethylamino)ethyl)-N4-(5-fluoro-4-(7-methyl-1H-indol-3-yl)pyrimidin-2-yl)-N1-methyl-2-nitrobenzene-1,4-diamine